ClC1=CC=2C(C3=CC(=CC=C3C2C=C1)Cl)C=N 2,7-dichloro-9-fluorenylmethyleneamine